N-cyclohexyl-2-(1H-imidazol-1-yl)-6-(trifluoromethyl)pyrimidine-4-carboxamide C1(CCCCC1)NC(=O)C1=NC(=NC(=C1)C(F)(F)F)N1C=NC=C1